OC(=O)C(F)(F)F.NC1=C2C=C(NC2=CC=C1)C(=O)OCC ethyl 4-amino-1H-indole-2-carboxylate-TFA salt